(2S,3S)-1-methyl-5-oxo-2-(pyridin-3-yl)pyrrolidine CN1[C@@H](CCC1=O)C=1C=NC=CC1